C1(CC1)C1=CC2=C(N(C(N=C2N2[C@H](CNCC2)C)=O)C=2C(=NC=CC2C)C(C)C)N=C1C1=CN(C(C(=C1)C)=O)C (S)-4-(6-cyclopropyl-7-(1,5-dimethyl-6-oxo-1,6-dihydropyridin-3-yl)-1-(2-Isopropyl-4-methylpyridin-3-yl)-2-oxo-1,2-dihydropyrido[2,3-d]pyrimidin-4-yl)-3-methylpiperazine